N1=CN=C(C2=C1C=CS2)OC2CCN(CC2)S(=O)(=O)CC2CCN(CC2)C(=O)OC(C)(C)C tert-butyl 4-(((4-(thieno[3,2-d]pyrimidin-4-yloxy)piperidin-1-yl)sulfonyl)methyl)piperidine-1-carboxylate